5-((4-chlorobenzyl)oxy)-2,7-dimethyl-3,4-dihydroisoquinolin-1(2H)-one ClC1=CC=C(COC2=C3CCN(C(C3=CC(=C2)C)=O)C)C=C1